4-(6,8-Difluoro-4-(1,4-dioxa-8-azaspiro[4.5]decan-8-yl)quinoline-3-carbonyl)-N,N-diethylpiperazine-1-carboxamide FC=1C=C2C(=C(C=NC2=C(C1)F)C(=O)N1CCN(CC1)C(=O)N(CC)CC)N1CCC2(OCCO2)CC1